(3Z)-1-iodo-12,12-didecyloxy-3-dodecene ICC\C=C/CCCCCCCC(OCCCCCCCCCC)OCCCCCCCCCC